C(C=C)(=O)OCCOC(=O)NCCCC [[(butylamino)carbonyl]oxy]ethyl acrylate